FC=1C=C(C=NC1)CO[C@@H]1[C@H]([C@H]([C@H](O[C@@]12CCCO2)CO)O)N2N=NC(=C2)C2=CC(=C(C(=C2)F)F)F (5s,7r,8r,9s,10r)-10-((5-fluoropyridin-3-yl)methoxy)-7-(hydroxymethyl)-9-(4-(3,4,5-trifluorophenyl)-1H-1,2,3-triazol-1-yl)-1,6-dioxaspiro[4.5]decan-8-ol